CC(C)(CCC(C)(OO)C)OOC(C)(C)CC 2,5-dimethyl-2-tert-amylperoxy-5-hydroperoxyhexane